N(=[N+]=[N-])[C@](C)(CC)C1=CN=C(C2=CN=C(C=C12)Cl)OC(C)CCSC1CC1 4-((R)-2-azidobut-2-yl)-6-chloro-1-((4-(cyclopropylthio)butan-2-yl)oxy)-2,7-naphthyridine